6-(5-methyl-6,7-dihydro-5H-pyrrolo[2,1-c][1,2,4]triazol-3-yl)pyridin CC1CCC2=NN=C(N21)C2=CC=CC=N2